3-fluoro-5-(1,1,2,2,3,3,3-heptafluoropropyl)pyridin-2-amine FC=1C(=NC=C(C1)C(C(C(F)(F)F)(F)F)(F)F)N